6-((1,3-bis(3-hydroxy-2-(hydroxymethyl)propoxy)propan-2-yl)amino)hexanoic acid OCC(COCC(COCC(CO)CO)NCCCCCC(=O)O)CO